ClC1=C(C(=CC=C1)Cl)C1=CC2=C(N=C(N=C2)NC2=CC(=CC=C2)CO)N(C1=O)C 6-(2,6-dichlorophenyl)-2-{[3-(hydroxymethyl)phenyl]amino}-8-methyl-7H,8H-pyrido[2,3-d]pyrimidin-7-one